C1(CCCC1)C=1N(C=CC1C(=O)O)CCCC1=CC=CC=C1 2-Cyclopentyl-1-(3-phenylpropyl)-1H-pyrrole-3-carboxylic acid